N-vinyl-4-methyl-2-piperidon C(=C)N1C(CC(CC1)C)=O